C(C)C=1SC(=C(N1)C)C1=NC(=NC=C1)NC1=NC=C(C=C1)N1CCN(CC1)C 4-(2-Ethyl-4-methylthiazol-5-yl)-N-(5-(4-methylpiperazin-1-yl)pyridin-2-yl)pyrimidin-2-amine